2-(4-(benzyloxy)-5-methyl-1H-indol-3-yl)-N,N-dipropyl-2-oxoacetamide C(C1=CC=CC=C1)OC1=C2C(=CNC2=CC=C1C)C(C(=O)N(CCC)CCC)=O